O(C1=CC=CC=C1)C1=CC=C(C=C1)C1=C(C(=O)N)C=CC(=N1)C1CNCCC1 2-(4-phenoxyphenyl)-6-(piperidin-3-yl)nicotinamide